6-Amino-3-(4-hydroxy-but-1-ynyl)-1,5-dihydro-pyrazolo[3,4-d]pyrimidin-4-one NC=1NC(C2=C(N1)NN=C2C#CCCO)=O